N,N-dimethylsilaneamine CN([SiH3])C